C1(CCCC1)NC1=CC=C(C=C1)[C@H]1N(C[C@H](C[C@H]1C(=O)NC1=CC(=C(C=C1)C)C(F)(F)F)C(F)(F)F)C(C1=C(C=CC=C1F)F)=O (2S,3R,5S)-2-(4-(cyclopentylamino)phenyl)-1-(2,6-difluorobenzoyl)N-(4-methyl-3-(trifluoromethyl)phenyl)-5-(trifluoromethyl)piperidine-3-carboxamide